O=C1NC(CCC1N1C(C2=CC=CC(=C2C1=O)OCC(NCCOCCOCCOCCN1CCC(CC1)NC(OC(C)(C)C)=O)=O)=O)=O tert-butyl (1-(1-((2-(2,6-dioxopiperidin-3-yl)-1,3-dioxoisoindolin-4-yl)oxy)-2-oxo-6,9,12-trioxa-3-azatetradecan-14-yl)piperidin-4-yl)carbamate